1-{[6-chloro-5-(trifluoromethyl)(2-pyridyl)]amino}-4-methyl-3-[2-(2-methylpropoxy)ethyl]azoline-2,5-dione ClC1=C(C=CC(=N1)NN1C(C(=C(C1=O)C)CCOCC(C)C)=O)C(F)(F)F